C(CCCC)(=O)OC(C)C(C(C)=NCCCC)CC 3-ethyl-4-butylimino-2-pentyl valerate